3-amino-5-fluoro-6-methyl-N-(2-{octahydropyrrolo[2,3-c]pyrrol-1-yl}-5,6,7,8-tetrahydroquinolin-6-yl)thieno[2,3-b]pyridine-2-carboxamide NC1=C(SC2=NC(=C(C=C21)F)C)C(=O)NC2CC=1C=CC(=NC1CC2)N2CCC1C2CNC1